BrC=1C(=CN2N=CN=C(C21)N[C@H](C(=O)OC)CC2=C(C=CC=C2)OCC2CC2)C2=CC=C(C=C2)F methyl (2S)-2-[[5-bromo-6-(4-fluorophenyl)pyrrolo[2,1-f][1,2,4]triazin-4-yl]amino]-3-[2-(cyclopropylmethoxy)phenyl]propanoate